N[C@@H](C(=O)O)CCC[C@@H](CO)N (2R,6S)-2,6-diamino-7-hydroxyheptanoic acid